NC1=NC=CC(=C1)CN1CCN(CC1)C=1C=CC(=NC1F)C(=O)NC 5-(4-((2-aminopyridin-4-yl)methyl)piperazin-1-yl)-6-fluoro-N-methyl-picolinamide